ClC1=NC(=C2C(=N1)N(N=C2)C2CC2)C2=C(C=CC=C2)S(=O)(=O)N (6-Chloro-1-cyclopropyl-1H-pyrazolo[3,4-d]pyrimidin-4-yl)benzenesulfonamide